ethyl 2-[1-(2-chlorophenyl)-1-(5-methyl-1,3,4-oxadiazol-2-yl) propan-2-yl]-5-methoxy-1-methyl-6-oxopyrimidine-4-carboxylate ClC1=C(C=CC=C1)C(C(C)C=1N(C(C(=C(N1)C(=O)OCC)OC)=O)C)C=1OC(=NN1)C